N1=C(C=CC=C1)CNCC1=NC=CC=C1 N,N-bis(2-picolyl)amine